C(C)O[Si]1(NCCC1)OCC 2,2-diethoxy-1-aza-2-silacyclopentane